6-chloro-N4-(3,3-difluorotetrahydro-2H-pyran-4-yl)quinoline-3,4-diamine ClC=1C=C2C(=C(C=NC2=CC1)N)NC1C(COCC1)(F)F